ClC=1C=CC2=C(C(N(S2(=O)=O)[C@@H]([C@H](C)C2=C(C(=CC=C2F)C)C)C2=NNC(O2)=O)=O)C1 5-((1S,2R)-1-(5-chloro-1,1-dioxido-3-oxobenzo[d]isothiazol-2(3H)-yl)-2-(6-fluoro-2,3-dimethylphenyl)propyl)-1,3,4-oxadiazol-2(3H)-one